N3,N10-diphenyl-N3,N10-bis(6-(2-benzofuranyl)naphthyl)-naphtho[2,3-b:7,6-b']bis-benzofuran-3,10-diamine C1(=CC=CC=C1)N(C1=CC2=C(C3=C(O2)C=C2C=C4OC5=C(C4=CC2=C3)C=CC(=C5)N(C5=CC=CC3=CC(=CC=C53)C=5OC3=C(C5)C=CC=C3)C3=CC=CC=C3)C=C1)C1=CC=CC3=CC(=CC=C13)C=1OC3=C(C1)C=CC=C3